[Ru+2].N1=C(C=CC=C1)C1=NC=CC=C1 (2,2-bipyridyl) ruthenium (II)